Cl.COC=1C=C2CCN[C@H](C2=CC1OC)C=1SC=CC1 (R)-6,7-dimethoxy-1-(thiophen-2-yl)-1,2,3,4-tetrahydroisoquinoline hydrochloride